8-fluoro-2-(fluoromethyl)imidazo[1,2-a]pyridin-6-amine FC=1C=2N(C=C(C1)N)C=C(N2)CF